OC(CCC1=NN(C=C1)C)=O hydroxy-3-(1-methyl-1H-pyrazol-3-yl)propan-1-one